CC1=CC=CC=C1C(=C)C2=CC=C(C=C2)C(=O)O 4-(1-(o-tolyl)vinyl)benzoic acid